(2R,5S)-2-(1,3-bis(4-fluorophenyl)-1H-pyrazol-4-yl)-3-(4-methoxybenzyl)-5-methyloxazolidin-4-one FC1=CC=C(C=C1)N1N=C(C(=C1)[C@H]1O[C@H](C(N1CC1=CC=C(C=C1)OC)=O)C)C1=CC=C(C=C1)F